COC1=NC(=NC=C1N1C(N(C2(C1)CCC(CC2)(C2=CC=CC=C2)NC)CCCOC)=O)C#N cis-4-methoxy-5-[1-(3-methoxy-propyl)-8-methylamino-2-oxo-8-phenyl-1,3-diazaspiro[4.5]decan-3-yl]-pyrimidine-2-carbonitrile